4-toluenesulfonic acid-hydrate O.CC1=CC=C(C=C1)S(=O)(=O)O